2-((3-(((3S,4S)-4-hydroxytetrahydrofuran-3-yl)oxy)-1-(methyl-d3)-1H-pyrazol-4-yl)amino)-7-((3R,4R)-4-methyltetrahydrofuran-3-yl)-7H-pyrrolo[2,3-d]pyrimidine-6-carbonitrile O[C@@H]1[C@H](COC1)OC1=NN(C=C1NC=1N=CC2=C(N1)N(C(=C2)C#N)[C@H]2COC[C@@H]2C)C([2H])([2H])[2H]